(S)-(2'-(4,5-Dimethyl-1H-imidazol-2-yl)-3,4'-bipyridin-5-yl)(3-hydroxypyrrolidin-1-yl)methanon CC=1N=C(NC1C)C1=NC=CC(=C1)C=1C=NC=C(C1)C(=O)N1C[C@H](CC1)O